BrC1=CC=2C(=NOC2C(=O)OC(C)(C)C)C=C1 tert-butyl 5-bromobenzo[c]isoxazole-3-carboxylate